N-(1-(4-((3-amino-5-methylpyridin-2-yl)oxy)phenyl)cyclopropyl)acrylamide NC=1C(=NC=C(C1)C)OC1=CC=C(C=C1)C1(CC1)NC(C=C)=O